N-hydroxyl-phthalimide tert-butyl-(2-chloro-3-((5-chloro-3-methyl-4-oxo-3,4-dihydroquinazolin-6-yl)oxy)-4-fluorophenyl)carbamate C(C)(C)(C)N(C(O)=O)C1=C(C(=C(C=C1)F)OC=1C(=C2C(N(C=NC2=CC1)C)=O)Cl)Cl.ON1C(C=2C(C1=O)=CC=CC2)=O